1-[2-(difluoromethoxy)-4-(trifluoromethyl)phenyl]-N-(2-methoxy-2-methylpropyl)pyrrolo[1,2-d][1,2,4]triazin-4-amine FC(OC1=C(C=CC(=C1)C(F)(F)F)C=1C=2N(C(=NN1)NCC(C)(C)OC)C=CC2)F